CC1=NC=CC=2C(=C(C=CC12)C)N 1,6-dimethylisoquinolin-5-amine